ClC1=NC=C(C(=O)NNC(N)=S)C=C1 2-(6-chloronicotinoyl)hydrazine-1-carbothioamide